FC1=C(C=O)C=C(C=C1)O[C@H]1COCC1 (R)-2-Fluoro-5-((tetrahydrofuran-3-yl)oxy)benzaldehyde